6-phenyl-N-(1H-pyrrolo[3,2-c]pyridin-3-yl)-3,4-dihydroisoquinoline-2(1H)-carboxamide C1(=CC=CC=C1)C=1C=C2CCN(CC2=CC1)C(=O)NC1=CNC2=C1C=NC=C2